(aminomethyl)benzenemethanol NCC1=C(C=CC=C1)CO